3-methyloct-4-en-1-yl acetate C(C)(=O)OCCC(C=CCCC)C